C(C)C=1N=C2N(C=CN=C2C)C1 2-ethyl-8-methyl-imidazo[1,2-a]pyrazin